C1(CC1)C1=NN2C(=NN(C(C2=C1)=O)CC(=O)NC1CC(C1)(C)O)OC 2-(2-cyclopropyl-7-methoxy-4-oxopyrazolo[1,5-d][1,2,4]triazin-5(4H)-yl)-N-((1s,3s)-3-hydroxy-3-methylcyclobutyl)acetamide